ClC=1SC(=CN1)CN1C(C[N+]2=C1C(=CC=C2)[N+](=O)[O-])CC 1-((2-chlorothiazol-5-yl)methyl)-2-ethyl-8-nitro-2,3-dihydro-1H-imidazo[1,2-a]pyridin-4-ium